(S)-7-(3-((Benzyloxy)methyl)-4-ethyl-5-oxo-4,5-dihydro-1H-1,2,4-triazol-1-yl)-6-fluoro-1-(pentan-2-yl)-1H-benzo[d][1,3]oxazine-2,4-dione C(C1=CC=CC=C1)OCC1=NN(C(N1CC)=O)C=1C(=CC2=C(N(C(OC2=O)=O)[C@@H](C)CCC)C1)F